C1=CC=CC2=CC=C3C(=C4C=CC=CC4=CC3=C12)OB(O)O 7-tetraphenylboric acid